C(CCCCCCCCCCCCCCCCCCCCCCCCCCCCCC)(=O)OCCCCCCCCCCCCCCCCCCCCCCCCCCCC montanyl hentriacontanate